1-(4-(6-((4-(6-methylimidazo[1,2-a]pyridin-3-yl)pyrimidin-2-yl)amino)pyridin-3-yl)piperazin-1-yl)ethan CC=1C=CC=2N(C1)C(=CN2)C2=NC(=NC=C2)NC2=CC=C(C=N2)N2CCN(CC2)CC